(1S)-N-[3-(4-cyanopyridin-2-yl)-4-methylphenyl]-2,2-difluorocyclopropane-1-carboxamide C(#N)C1=CC(=NC=C1)C=1C=C(C=CC1C)NC(=O)[C@H]1C(C1)(F)F